FC1([C@H](N(C1)C(=O)OC(C)(C)C)CO)F |r| rac-tert-butyl 3,3-difluoro-2-(hydroxymethyl)azetidine-1-carboxylate